ClC=1C=CC(=C(C1)CCN1C[C@H](NCC1)COC1=CC=C(C=C1)S(=O)(=O)C)OC(F)F (3S)-1-{2-[5-chloro-2-(difluoromethoxy)phenyl]ethyl}-3-[(4-methanesulfonylphenoxy)methyl]piperazine